NC1=NN(C2=CC=CC=C12)C(=O)NC1=NC=CC(=C1)C1=NN=CN1C(C)C 3-amino-N-(4-(4-isopropyl-4H-1,2,4-triazol-3-yl)pyridin-2-yl)-1H-indazole-1-carboxamide